C(C)(C)(C)C1[C@](N(S(OC1)=O)C(=O)O)(C(=O)O)C (tert-butyl)4-methyl-(4S)-1,2,3-oxathiazinane-3,4-dicarboxylic acid 2-oxide